4-(1H-indol-2-yl)-N-methoxy-2-carbonyl-2,5-dihydrofuran-3-carboxamide N1C(=CC2=CC=CC=C12)C1=C(C(OC1)=C=O)C(=O)NOC